2,2''-bis(4,6-diphenyl-1,3,5-triazin-2-yl)-[1,1':2',1'':4'',1'''-quaterphenyl]-4'''-carbonitrile C1(=CC=CC=C1)C1=NC(=NC(=N1)C1=CC=CC=C1)C1=C(C=CC=C1)C=1C(=CC=CC1)C1=C(C=C(C=C1)C1=CC=C(C=C1)C#N)C1=NC(=NC(=N1)C1=CC=CC=C1)C1=CC=CC=C1